C1(CCCCC1)NC(CSC=1OC(=NN1)COC1=CC2=CC=CC=C2C=C1)=O N-cyclohexyl-2-[5-(naphthalen-2-yloxymethyl)-[1,3,4]oxadiazol-2-ylsulfanyl]-acetamide